Cl.COC([C@H](NC(=O)C1CN(CC1)C(CC1=NC=2NCCCC2C=C1)=O)C1=CC=CC=C1)=O (2R)-2-phenyl-2-(1-(2-(5,6,7,8-tetrahydro-1,8-naphthyridin-2-yl)acetyl)pyrrolidine-3-carboxamido)acetic acid methyl ester hydrochloride